COC=1C=C(C=CC1OCC=C)C1=NC2=CC(=CC(=C2C(C1OCC=C)=O)OCC=C)OCC=C 2-(3-methoxy-4-(2-propen-1-oxy)-phenyl)-3,5,7-tris-(2-propen-1-yloxy)-quinolin-4-one